BrC1=CC(=C(C(=C1)OC)C1=CC=C(C=C1)C(=O)C1=CC=C(S1)C(=O)O)OC 5-(4'-bromo-2',6'-dimethoxy-[1,1'-biphenyl]-4-carbonyl)thiophene-2-carboxylic acid